N-(3''-fluoro-4''-((isopropylamino)methyl)-5''-methoxy-2,2'-dimethyl-[1,1':3',1''-terphenyl]-3-yl)pyrido[3,4-b]pyrazin-5-amine FC=1C=C(C=C(C1CNC(C)C)OC)C=1C(=C(C=CC1)C1=C(C(=CC=C1)NC1=NC=CC=2C1=NC=CN2)C)C